(2R,3S,4R,5R)-4-[[3-[2-(Difluoromethoxy)-4-fluorophenyl]-4,5-dimethyl-5-(trifluoromethyl)tetrahydrofuran-2-carbonyl]amino]-N-methyl-pyridin-2-carboxamid FC(OC1=C(C=CC(=C1)F)[C@H]1[C@@H](O[C@]([C@@H]1C)(C(F)(F)F)C)C(=O)NC1=CC(=NC=C1)C(=O)NC)F